2-Benzyl 1-(tert-butyl) 4-azido-2-(but-2-enyl)piperidine-1,2-dicarboxylate N(=[N+]=[N-])C1CC(N(CC1)C(=O)OC(C)(C)C)(C(=O)OCC1=CC=CC=C1)CC=CC